C(CCC)C(CCCCC(C)C)Cl butyl-isooctyl chloride